ClC1=C(C(=CC=C1Cl)O)C1CC(N(C1)C1CC(C1)CO)=S 4-(2,3-Dichloro-6-hydroxyphenyl)-1-((1s,3s)-3-(hydroxymethyl)cyclobutyl)pyrrolidine-2-thione